CC=1C(=CSC1)C1=CC(=NN1)CNC(C1=C(C=CC=C1)OC(F)(F)F)=O N-((5-(4-methylthiophen-3-yl)-1H-pyrazol-3-yl)methyl)-2-(trifluoromethoxy)benzamide